2-(4-tert-butoxycarbonyl-morpholin-3-yl)acetic acid C(C)(C)(C)OC(=O)N1C(COCC1)CC(=O)O